6-(4-cyanobiphenyl-4'-yloxy)hexyl acrylate C(C=C)(=O)OCCCCCCOC1=CC=C(C=C1)C1=CC=C(C=C1)C#N